trans-fluoroproline C1CNC(C1F)C(=O)O